(12R)-20-amino-18-(trifluoromethyl)-22-oxa-3,4,16,21-tetraazatetracyclo[15.3.1.12,5.012,16]docosa-1(21),2,4,17,19-pentaen-6-ol NC1=CC(=C2N3CCC[C@H]3CCCCCC(C3=NN=C(C1=N2)O3)O)C(F)(F)F